ClC=1C=CC2=C(CCN(S2(=O)=O)[C@@H]([C@H](C)C2=C(C(=CC=C2F)C)C)C2=NNC(O2)=O)C1 5-((1S,2R)-1-(6-chloro-1,1-dioxido-3,4-dihydro-2H-benzo[e][1,2]thiazin-2-yl)-2-(6-fluoro-2,3-dimethylphenyl)propyl)-1,3,4-oxadiazol-2(3H)-one